COC1=CC=C(CC(CN)N=C)C=C1 1-(4-methoxybenzyl)-N1-methyleneethane-1,2-diamine